FC1=C(C=C(C=C1)Cl)C(C(C(=O)OCC)Br)Br ethyl 3-(2-fluoro-5-chlorophenyl)-2,3-dibromopropionate